NCCC(=O)NC1=CC=C(C=C1)OC(F)(F)F 3-amino-N-[4-(trifluoromethoxy)phenyl]propanamide